5-Benzylthio-N-tert-butyl-2-((tetrahydro-2H-pyran-4-yl)methoxy)benzeneSulfonamide C(C1=CC=CC=C1)SC=1C=CC(=C(C1)S(=O)(=O)NC(C)(C)C)OCC1CCOCC1